C(C)OC(=O)C1=NS(C2=C1C=C1C=CC=CC1=C2)(=O)=O naphtho[2,3-D]isothiazole-3-carboxylic acid ethyl ester 1,1-dioxide